ClC1=C(C=CC=C1C1=CC=2N(C(C=C(N2)CN(C(OC(C)(C)C)=O)C[C@H]2NC(CC2)=O)=O)C=C1)C1=C(C(=CC=C1)C1=NC(=C(C=C1)C=O)OC)Cl tert-Butyl (S)-((8-(2,2'-dichloro-3'-(5-formyl-6-methoxypyridin-2-yl)-[1,1'-biphenyl]-3-yl)-4-oxo-4H-pyrido[1,2-a]pyrimidin-2-yl)methyl)((5-oxopyrrolidin-2-yl)methyl)carbamate